COP(=O)(OC)CC(CCCNC(OC(C)(C)C)=O)=O tert-butyl (5-(dimethoxyphosphoryl)-4-oxopentyl)carbamate